N-(1,5-dihydroxypentan-3-yl)-5-(4-(trifluoromethyl)phenoxy)-2-naphthamide OCCC(CCO)NC(=O)C1=CC2=CC=CC(=C2C=C1)OC1=CC=C(C=C1)C(F)(F)F